Methyl 4'-[(4-bromophenyl)carbamoyl]-[1,1'-biphenyl]-4-carboxylate BrC1=CC=C(C=C1)NC(=O)C1=CC=C(C=C1)C1=CC=C(C=C1)C(=O)OC